3-[[2-chloro-4-[[3-[4-(cyanomethoxy)-2,3-difluorophenyl]imidazo[1,2-a]pyrazin-8-yl]amino]benzoyl]-methylamino]propyl pyridine-4-carboxylate N1=CC=C(C=C1)C(=O)OCCCN(C)C(C1=C(C=C(C=C1)NC=1C=2N(C=CN1)C(=CN2)C2=C(C(=C(C=C2)OCC#N)F)F)Cl)=O